C(=O)(O)C(C)(C)OC=1C=C(C=CC1)C1CN(CCC1)C(=O)C1=CC(=C(O[C@@H]2CNCC2)C=C1)C1CCCCC1 (3S)-3-(4-(3-(3-((2-carboxypropan-2-yl)oxy)phenyl)piperidine-1-carbonyl)-2-cyclohexylphenoxy)pyrrolidine